C(C1=CC=CC=C1)OC(CCCC(=O)NC(COCCC(=O)O)(COCCC(=O)O)COCCC(=O)O)=O 3'-((2-(5-(benzyloxy)-5-oxopentanoylamino)-2-((2-carboxyethoxy)methyl)propane-1,3-diyl)bis(oxy))dipropionic acid